[Br-].C1(=CC=CC=C1)C1=CC=CC=C1 bi-phenyl bromide